CN(C(CC1=CN(C2=CC=CC=C12)C(=O)OC(C)(C)C)=O)C tert-Butyl 3-(2-(dimethylamino)-2-oxoethyl)-1H-indole-1-carboxylate